C(C)(=O)[C@]([C@H]([C@H]([C@@H](C=O)O)O)O)(O)C 5-acetylfucose